4-bromo-N-(2-(4-(methoxymethoxy)phenyl)-2-carbonylethyl)-1H-pyrrole-2-carboxamide BrC=1C=C(NC1)C(=O)NCC(=C=O)C1=CC=C(C=C1)OCOC